8-(trifluoromethyl)pyrido[4,3-d]Pyrimidine-2,5-diamine FC(C1=CN=C(C2=C1N=C(N=C2)N)N)(F)F